7-benzyl 5-(tert-butyl) (R or S)-2-(4-cyclopropyl-2-vinylphenyl)-3,4,5a,6,8,9-hexahydro-2H-1,2,5,7-tetraazabenzo[cd]azulene-5,7-dicarboxylate C1(CC1)C1=CC(=C(C=C1)N1N=C2CCN(C[C@H]3C2=C1CCN3C(=O)OC(C)(C)C)C(=O)OCC3=CC=CC=C3)C=C |o1:16|